CN([C@@H](CCSC)C(=O)O)C(=O)OCC1=CC=CC=C1 methyl-N-Cbz-methionine